(1R,4R)-Methyl 4-(2-diazoacetyl)cyclohexanecarboxylate [N+](=[N-])=CC(=O)C1CCC(CC1)C(=O)OC